ClC1=C(OC2=CC=CC3=C2NC(=NS3(=O)=O)NCC3=NC=CC=C3F)C=CC=C1 5-(2-chlorophenoxy)-3-(((3-fluoropyridin-2-yl)methyl)amino)-4H-benzo[e][1,2,4]thiadiazine 1,1-dioxide